tridecadien-1-ol CCCCCCCCCC=CC=CO